1,1'-(3,3'-dimethylthio[1,1'-biphenyl]-4,4'-diyl)bis{4-amino-3-[(E)-diazenyl]naphthalene-2-sulfonic acid} CSC=1C=C(C=CC1C1=C(C(=C(C2=CC=CC=C12)N)\N=N\[H])S(=O)(=O)O)C1=CC(=C(C=C1)C1=C(C(=C(C2=CC=CC=C12)N)\N=N\[H])S(=O)(=O)O)SC